ClC1=C(C=C(C=C1)S(=O)C)C1COCCCN1 (+/-)-3-(2-chloro-5-(methylsulfinyl)phenyl)-1,4-oxazepane